tert-butyl (4-hydroxy-3-methyltetrahydro-2H-pyran-3-yl)(methyl)carbamate OC1C(COCC1)(C)N(C(OC(C)(C)C)=O)C